1-bromo-3-[(2-methoxyethoxy)methoxy]-8-methylnaphthalene BrC1=CC(=CC2=CC=CC(=C12)C)OCOCCOC